O=C1NN=CC2=C(C=CC=C12)S(=O)(=O)N1CCC2=CC=C(C=C12)C#N 1-((1-Oxo-1,2-dihydro-phthalazin-5-yl)sulfonyl)indoline-6-carbonitrile